2-((benzyloxy)methyl)-7-azaspiro[3.5]nonane C(C1=CC=CC=C1)OCC1CC2(C1)CCNCC2